C(N)(=O)C1CCN(CC1)C(=O)OC1=CC=C(C=C1)C[C@@H](C(OC(C)OC(COC(C1=CC=CC=C1)(C1=CC=CC=C1)C1=CC=CC=C1)=O)=O)NC([C@H](CC(C)C)NC(COC1=C(C=CC=C1)C)=O)=O 4-((2S)-2-((S)-4-methyl-2-(2-(o-tolyloxy)acetamido)pentanamido)-3-oxo-3-(1-(2-(trityloxy)acetoxy)ethoxy)propyl)phenyl 4-carbamoylpiperidine-1-carboxylate